N1=C(N=CC=C1)NCCCCCCCCCCCCN N'-pyrimidine-2-yl-dodecane-1,12-diamine